FCCC([C@H]1CC[C@H]2[C@@H]3CCC4=CC(C=C[C@]4(C)[C@H]3CC[C@]12C)=O)=O fluoromethylpregna-1,4-diene-3,20-dione